N-((1S)-3-hydroxy-2-oxo-1-{[(3S)-2-oxopyrrolidin-3-yl]methyl}propyl)-N-[(4-methoxy-1H-indol-2-yl)carbonyl]-L-phenylalaninamide OCC([C@H](C[C@H]1C(NCC1)=O)N(C([C@@H](N)CC1=CC=CC=C1)=O)C(=O)C=1NC2=CC=CC(=C2C1)OC)=O